2-[(R)-4-(6-benzyl-4,5-dimethyl-pyridazin-3-yl)-2-methyl-3,4,5,6-tetrahydro-2H-[1,2]bipyrazinyl-5'-yl]-2,2-dimethoxy-ethanol C(C1=CC=CC=C1)C1=C(C(=C(N=N1)N1C[C@H](N(CC1)C1=NC=C(N=C1)C(CO)(OC)OC)C)C)C